C(C)(C)(C)C1=C(C=CC=C1)OCC1CO1 1-tertiary butyl-2-(2,3-epoxypropoxy)benzene